2-Thiopseudouridin [C@@H]1([C@H](O)[C@H](O)[C@@H](CO)O1)C1=CNC(=S)NC1=O